4-(4-fluorobenzyl)-6,7,8,9-tetrahydroimidazo[1,2-a]pyrido[3,4-e]pyrimidine-5(4H)-one FC1=CC=C(CN2C=3N(C4=C(C2=O)CNCC4)C=CN3)C=C1